C(C=C)(=O)O.C(C=C)(=O)O.C(C=C)(=O)O.CC(C(CO)(CO)CO)C methyltrimethylolpropane triacrylate